5-((2,4-dinitrophenoxy)methyl-d)-1-methyl-d3-2-nitro-1H-imidazole [N+](=O)([O-])C1=C(OC(C2=CN=C(N2C([2H])([2H])[2H])[N+](=O)[O-])[2H])C=CC(=C1)[N+](=O)[O-]